nonanoic acid 8-bromooctyl ester BrCCCCCCCCOC(CCCCCCCC)=O